C(C)(C)(C)OC(=O)N1CC2=CC=CC(=C2CC1)C1=C2C(=C(NC2=C(C(=C1F)F)C(N)=O)C)Cl 5-(7-carbamoyl-3-chloro-5,6-difluoro-2-methyl-1H-indol-4-yl)-3,4-dihydroisoquinoline-2(1H)-carboxylic acid tert-butyl ester